1-Phenyl-3-(4'-isopropylphenyl)propan-1,3-dion C1(=CC=CC=C1)C(CC(=O)C1=CC=C(C=C1)C(C)C)=O